8-bromo-1-(3,5-dichlorophenyl)-7-methoxy-1,4-dihydrobenzopyrano[4,3-c]pyrazole-3-carboxylic acid ethyl ester C(C)OC(=O)C=1C2=C(N(N1)C1=CC(=CC(=C1)Cl)Cl)C1=C(OC2)C=C(C(=C1)Br)OC